CC=1C(=NC=C(C1)C1=C(C=C2C(=CC(OC2=C1)(C)C)C1=CC2=C(N(C(N2C)=O)C)C(=C1)C(C)C)F)C(=O)OCC=1C(=NSC1C)C1=CC=C(C=C1)Br (3-(4-bromophenyl)-5-methylisothiazol-4-yl)methanol methyl-5-(6-fluoro-4-(7-isopropyl-1,3-dimethyl-2-oxo-2,3-dihydro-1H-benzo[d]imidazol-5-yl)-2,2-dimethyl-2H-chromen-7-yl)picolinate